N-(6-(difluoromethyl)pyridin-2-yl)-2-(1-(2-fluoro-2-(piperidin-4-ylidene)ethyl)piperidin-4-yl)-7-isopropoxyimidazo[1,2-a]pyridine-6-carboxamide FC(C1=CC=CC(=N1)NC(=O)C=1C(=CC=2N(C1)C=C(N2)C2CCN(CC2)CC(=C2CCNCC2)F)OC(C)C)F